NC=1C(=NON1)C1=NC=2C(=NC=CC2)N1CC=1C=NC(=NC1)C#N 5-[[2-(4-amino-1,2,5-oxadiazol-3-yl)imidazo[4,5-b]pyridin-3-yl]methyl]pyrimidine-2-carbonitrile